C1(CC1)S(=O)(=O)C1=CC=C(C=C1)C1=CC=C2C(=N1)SC(=N2)OC(C)C2CCN(CC2)C2=NC(=NO2)C(C)C 5-(4-(1-((5-(4-(cyclopropyl-sulfonyl)phenyl)thiazolo[5,4-b]pyridin-2-yl)oxy)ethyl)piperidin-1-yl)-3-isopropyl-1,2,4-oxadiazol